4-(2-(hydroxymethyl)piperazin-1-yl)phenol OCC1N(CCNC1)C1=CC=C(C=C1)O